C(CCCCCCC)[S-].[Cd+2].C(CCCCCCC)[S-] cadmium octanethiolate